3-(6-((5-chloro-3-methylpyrazin-2-yl)methoxy)pyridin-3-yl)-5-(trifluoromethyl)-1,2,4-oxadiazole ClC=1N=C(C(=NC1)COC1=CC=C(C=N1)C1=NOC(=N1)C(F)(F)F)C